N-hydroxy-2-((4-chloro-2,3-dihydrobenzofuran-3-yl)amino)pyrimidine-5-carboxamide ONC(=O)C=1C=NC(=NC1)NC1COC2=C1C(=CC=C2)Cl